COC1=C(C=C2C(=NC=NC2=C1)O)OC(C)(C)C1=C(C=NC=C1)C 7-methoxy-6-{[2-(3-methylpyridin-4-yl)prop-2-yl]oxy}quinazolin-4-ol